C(CCCCCCCCCCCCCCCCCCCCCCCCC)O[C@H](CO)COP(=O)(O)OCCN 2-hexacosanyl-sn-glycero-3-phosphoethanolamine